O-Propargyl-L-Tyrosine C(C#C)OC1=CC=C(C[C@H](N)C(=O)O)C=C1